FC1=C(C=CC=C1C(=C)F)[C@@H](C)NC1=NC(=NC2=CC3=C(C=C12)OCCOCCO3)C (R)-N-(1-(2-fluoro-3-(1-fluorovinyl)phenyl)ethyl)-2-methyl-7,8,10,11-tetrahydro-[1,4,7]trioxonino[2,3-g]quinazolin-4-amine